tris(4-aminophenyl)tetrazine NC1=CC=C(C=C1)N1N(N(C=CN1)C1=CC=C(C=C1)N)C1=CC=C(C=C1)N